iminobutan-2-one N=CC(CC)=O